{6-[(1,3-benzothiazol-2-yl)amino]-1,2,3,4-tetrahydroquinolin-1-yl}-1,3-thiazole-4-carboxylic acid ethyl ester C(C)OC(=O)C=1N=C(SC1)N1CCCC2=CC(=CC=C12)NC=1SC2=C(N1)C=CC=C2